bis(2-hydroxyethyl)dimethylammonium OCC[N+](C)(C)CCO